BrC1=CC=C(C=C1)C=1OC2=C(N1)C=CC=C2 2-(4-bromo-phenyl)-benzooxazole